FC1=CC(=C2CCN=CC2=C1)OC 7-fluoro-5-methoxy-3,4-dihydroisoquinoline